BrCC1=NN(C(=C1C=1C=CC(=NC1)NC(=O)OC(C)(C)C)C#N)C 5-(3-(bromomethyl)-5-cyano-1-methyl-1H-pyrazol-4-yl)-2-((tert-butoxycarbonyl)amino)-pyridin